N1(C=NC=C1)C=1C=C(C=NC1)C=1N=NNC1 4-(5-(1H-imidazol-1-yl)pyridin-3-yl)-1H-1,2,3-triazole